1-(3-bromo-5-methyl-1H-indazol-1-yl)-2-methylpropan-2-ol BrC1=NN(C2=CC=C(C=C12)C)CC(C)(O)C